2-(3-chloro-4-fluorophenyl)-2-[(4-{[(1,2-oxazol-3-yl)amino]methyl}-1H-1,3-benzodiazol-2-yl)amino]propan-1-ol ClC=1C=C(C=CC1F)C(CO)(C)NC1=NC2=C(N1)C=CC=C2CNC2=NOC=C2